1,2-bis(4-trifluoromethylphenyl)acetylene methyl-(3R)-3-(4-bromophenyl)butanoate COC(C[C@@H](C)C1=CC=C(C=C1)Br)=O.FC(C1=CC=C(C=C1)C#CC1=CC=C(C=C1)C(F)(F)F)(F)F